(R)-5-((1-(dimethylamino)propan-2-yl)oxy)-N-(5-fluoroquinolin-6-yl-2-d)-7-(1-methyl-1H-pyrazol-4-yl)quinazolin-4-amine CN(C[C@@H](C)OC1=C2C(=NC=NC2=CC(=C1)C=1C=NN(C1)C)NC=1C(=C2C=CC(=NC2=CC1)[2H])F)C